C12OC=C(C(NCN1)C2)C=O 2-oxa-6,8-diazabicyclo[3.3.1]nona-3-ene-4-carbaldehyde